NC1(CC(=CC=C1)C1=CC=CC=C1)N 3,3-diaminobiphenyl